O[C@H](C(=O)OC(C)(C)C)CC1=CC=CC=C1 tert-butyl (S)-2-hydroxy-3-phenylpropanoate